2,2,6,6-tetramethylhexahydropyridin-4-one CC1(NC(CC(C1)=O)(C)C)C